3h,6H,7H-pyrimido[4,3-a]isoquinoline C=1CNCN2C1C1=CC=CC=C1CC2